F[C@@H]1[C@@]2(CCC[C@](C[C@H]1N(C1=CC=C(N=N1)C1=C(C=C(C=C1)N1C=NC=C1)O)C)(N2)C)C 2-(6-(((1S,2S,3R,5R)-2-fluoro-1,5-dimethyl-9-azabicyclo[3.3.1]nonan-3-yl)(methyl)amino)pyridazin-3-yl)-5-(1H-imidazol-1-yl)phenol